3,5-difluoro-4-hydroxybenzylimidazolidone FC=1C=C(CN2C(NCC2)=O)C=C(C1O)F